N-(4-Butoxyphenyl)quinolin-4-amine C(CCC)OC1=CC=C(C=C1)NC1=CC=NC2=CC=CC=C12